N1N=CC2=CC=C(C=C12)/C=C/C(=O)N[C@H]1[C@@H](CCCC1)C |r| (rac)-(E)-3-(1H-indazol-6-yl)-N-((1R,2R)-2-methylcyclohexyl)acrylamide